C(C)C=1C=C2CC(C(NC2=CC1)=O)C 6-ethyl-3-methyl-3,4-dihydroquinolin-2(1H)-one